ClC=1C(=C2C(=NC1C)CN(C2)C(=O)[C@H]2CN(CC2)C=2C=NC(=NC2)N(C)C)C (3-Chloro-2,4-dimethyl-5,7-dihydropyrrolo[3,4-b]pyridin-6-yl)-[(3R)-1-[2-(dimethylamino)pyrimidin-5-yl]pyrrolidin-3-yl]methanon